(R)-6-chloro-4-oxochroman-2-carboxylic acid ClC=1C=C2C(C[C@@H](OC2=CC1)C(=O)O)=O